C(#N)C1=C(N=C2N(C1=O)C=C(C=C2[C@@H](C)NC2=C(C(=O)O)C=CC=C2)C)N2CCC(CC2)OC (R)-2-((1-(3-cyano-2-(4-methoxypiperidin-1-yl)-7-methyl-4-oxo-4H-pyrido[1,2-a]pyrimidin-9-yl)ethyl)amino)benzoic acid